1-[1-(1-naphthyl)cyclopropyl]ethyl (2S)-2-[(3-acetoxy-4-methoxy-pyridine-2-carbonyl)-amino]propanoate C(C)(=O)OC=1C(=NC=CC1OC)C(=O)N[C@H](C(=O)OC(C)C1(CC1)C1=CC=CC2=CC=CC=C12)C